C[Si](N1C=NC=C1)(C)C 1-(trimethylsilyl)-imidazole